tert-butyl (3R)-3-[3-chloro-5-(2,2,2-trifluoroethoxy)phenoxy]pyrrolidine-1-carboxylate ClC=1C=C(O[C@H]2CN(CC2)C(=O)OC(C)(C)C)C=C(C1)OCC(F)(F)F